2-amino-6-chloropyridine NC1=NC(=CC=C1)Cl